1-((((S)-1-(2-chlorophenyl)-2-oxocyclohexyl)(methyl)carbamoyl)oxy)methyl (2,2,2-trifluoroacetyl)-L-alaninate FC(C(=O)N[C@@H](C)C(=O)OCOC(N(C)[C@]1(C(CCCC1)=O)C1=C(C=CC=C1)Cl)=O)(F)F